C(#N)C=1C=C(C=CC1F)NC(=O)[C@@H]1[C@H](N(C(C2=CC=CC=C12)=O)CC(F)(F)F)C=1C=NC(=CC1)C(F)F (3S,4S)-N-(3-cyano-4-fluorophenyl)-3-(6-(difluoromethyl)pyridin-3-yl)-1-oxo-2-(2,2,2-trifluoroethyl)-1,2,3,4-tetrahydroisoquinoline-4-carboxamide